pyridinium bromide salt [Br-].[NH+]1=CC=CC=C1